3-(3-indolyl)-2-hydroxypropanoic acid N1C=C(C2=CC=CC=C12)CC(C(=O)O)O